COC1=C(C=CC=C1)C1=CC(=NC=C1C(=O)NC=1SC2=C(N1)CN(C2)C(=O)C2=NC=CN=C2)C 4-(2-methoxyphenyl)-6-methyl-N-(5-(pyrazine-2-carbonyl)-5,6-dihydro-4H-pyrrolo[3,4-d]thiazol-2-yl)nicotinamide